Methyl 5-amino-3-cyano-1-(3-fluoropyridin-2-yl)-4-(3-methoxy-2-methylphenyl)-1H-pyrrolo[2,3-b]pyridine-6-carboxylate NC=1C(=C2C(=NC1C(=O)OC)N(C=C2C#N)C2=NC=CC=C2F)C2=C(C(=CC=C2)OC)C